N-(3-bromophenyl)-[1,2,4]triazolo[4,3-a]pyridin-3-amine BrC=1C=C(C=CC1)NC1=NN=C2N1C=CC=C2